3-((1-(3-cyclobutyl-2,2-dimethylpropionyl)-4-hydroxypiperidin-4-yl)methyl)-6-(2-fluorophenyl)pyrimidin-4(3H)-one C1(CCC1)CC(C(=O)N1CCC(CC1)(O)CN1C=NC(=CC1=O)C1=C(C=CC=C1)F)(C)C